(2S,3R)-3-hydroxy-N-(m-tolyl)pyrrolidine-2-carboxamide O[C@H]1[C@H](NCC1)C(=O)NC=1C=C(C=CC1)C